4-Bromo-1-[4-(1,1,1,2,3,3,3-heptafluoropropan-2-yl)-2,6-dimethylphenyl]-1H-pyrazole BrC=1C=NN(C1)C1=C(C=C(C=C1C)C(C(F)(F)F)(C(F)(F)F)F)C